2-mercaptobenzOxazole SC=1OC2=C(N1)C=CC=C2